SC(CC(=O)O[C@@H](COC(CC(C)S)=O)[C@H](OC(CC(C)S)=O)COC(CC(C)S)=O)C Erythritol tetrakis(3-mercaptobutyrate)